NC1=NC=CC=C1C1=NC=2C(=NC(=CC2)C2=NC=CC(=C2)C#N)N1C1=CC=C(CN2CCC(CC2)NC2=NC(=NC=C2)C#N)C=C1 4-((1-(4-(2-(2-Aminopyridin-3-yl)-5-(4-cyanopyridin-2-yl)-3H-imidazo[4,5-b]pyridin-3-yl)benzyl)piperidin-4-yl)amino)pyrimidine-2-carbonitrile